3,5-dichloro-N,N-dimethyl-2-methylaminobenzamide ClC=1C(=C(C(=O)N(C)C)C=C(C1)Cl)NC